ClC1=NC=C(C(=N1)C1=C(N=C(S1)C1COC1)C)F 5-(2-chloro-5-fluoro-pyrimidin-4-yl)-4-methyl-2-(oxetan-3-yl)thiazole